tert-butoxycarbonyl-N-[5-[6-[(6-isopropyl-7-oxo-5,8-dihydro-4H-pyrazolo[1,5-d][1,4]diazepin-2-yl)amino]-2,7-naphthyridin-3-yl]-4-methyl-3-pyridyl]carbamate C(C)(C)(C)OC(=O)N(C([O-])=O)C=1C=NC=C(C1C)C=1N=CC2=CN=C(C=C2C1)NC1=NN2CC(N(CCC2=C1)C(C)C)=O